(7R,14R)-12-(2-(1-aminocyclobutyl)pyrimidin-5-yl)-1-methyl-6-(methyl-d3)-6,7-dihydro-7,14-methanobenzo[c]pyrido[1',2':1,5]pyrazolo[4,3-f]azocin-5(14H)-one NC1(CCC1)C1=NC=C(C=N1)C1=CC=2N(N=C3C2[C@H]2C4=C(C(N([C@@H]3C2)C([2H])([2H])[2H])=O)C=CC=C4C)C=C1